((S)-2,2-difluorocyclopropyl)(3-(2-(1-methyl-1H-pyrazol-4-yl)-3H-imidazo[4,5-b]pyridin-7-yl)-3,8-diazabicyclo[3.2.1]octan-8-yl)methanone FC1([C@@H](C1)C(=O)N1C2CN(CC1CC2)C2=C1C(=NC=C2)NC(=N1)C=1C=NN(C1)C)F